5-amino-6-(5-methyl-1H-indazol-4-yl)-2-(3-((2,2,2-trifluoroethyl)amino)pyridin-4-yl)pyrimidine-4-carboxamide NC=1C(=NC(=NC1C1=C2C=NNC2=CC=C1C)C1=C(C=NC=C1)NCC(F)(F)F)C(=O)N